OCC[N+](C)(C)C.OC1=NC=CC=C1 2-hydroxypyridine choline